2-(tert-butyl)-5-hydroxy-1-propyl-1H-indole-3-carbonitrile C(C)(C)(C)C=1N(C2=CC=C(C=C2C1C#N)O)CCC